S1CCC(CC1)NC(=O)C=1C=2C[C@@H]3[C@H](C2N(N1)C1=C(C=C(C=C1)F)F)C3 (1aR,5aR)-2-(2,4-difluoro-phenyl)-1a,2,5,5a-tetrahydro-1H-2,3-diaza-cyclopropa[a]pentalene-4-carboxylic acid (tetrahydro-thiopyran-4-yl)-amide